tert-butyl (3R)-3-{[(tert-butyldiphenylsilyl) oxy] methyl}-2-azabicyclo[3.1.0]hexane-2-carboxylate [Si](C1=CC=CC=C1)(C1=CC=CC=C1)(C(C)(C)C)OC[C@@H]1N(C2CC2C1)C(=O)OC(C)(C)C